OC1(CCN(CC1)C(C1=CC=C(C=C1)C=1N=CSC1)=O)CN1C=NN2C(C1=O)=CC=C2 3-((4-hydroxy-1-(4-(thiazol-4-yl)benzoyl)piperidin-4-yl)methyl)pyrrolo[2,1-f][1,2,4]triazin-4(3H)-one